ClC1=NC=CC=C1S(=O)(=O)N1CC2(C1)CN(C2)C(=O)N2CC1(C2)CC(C1)N1N=C(N=C1)C1CC1 [2-[(2-chloro-3-pyridinyl)sulfonyl]-2,6-diazaspiro[3.3]heptan-6-yl]-[6-(3-cyclopropyl-1,2,4-triazol-1-yl)-2-azaspiro[3.3]heptan-2-yl]methanone